lithium difluoro (diphospho) phosphate P(=O)(OF)(OF)OP(=O)(O)OP(=O)(O)O.[Li]